C12OC(O1)O2 2,4,5-trioxabicyclo[1.1.1]pentane